rac-(3-(6-(1-(difluoromethyl)-1H-pyrazol-4-yl)pyrrolo[2,1-f][1,2,4]triazin-4-yl)-3,8-diazabicyclo[3.2.1]octan-8-yl)((1R,2R)-2-fluorocyclopropyl)methanone FC(N1N=CC(=C1)C=1C=C2C(=NC=NN2C1)N1CC2CCC(C1)N2C(=O)[C@@H]2[C@@H](C2)F)F